FC=1C=C2C(C(=CN(C2=NC1ON1N=NC=2C1=NC=CC2)C2=C(C=C(C=C2F)F)F)C(=O)N[C@H](C(F)(F)F)CC)=O 6-fluoro-4-oxo-7-(3H-[1,2,3]triazolo[4,5-b]pyridin-3-yloxy)-N-[(2S)-1,1,1-trifluorobut-2-yl]-1-(2,4,6-trifluorophenyl)-1,4-dihydro-1,8-naphthyridine-3-carboxamide